[2-Amino-7-oxo-4-(propan-2-yl)-6H,7H-thieno[2,3-d]pyridazin-6-yl]-N-(pyrimidin-2-yl)acetamide NC1=CC2=C(C(N(N=C2C(C)C)CC(=O)NC2=NC=CC=N2)=O)S1